(1-(3-(3-phenylpropionamido)phenyl)-1H-1,2,3-triazole-4-yl)isonicotinic acid C1(=CC=CC=C1)CCC(=O)NC=1C=C(C=CC1)N1N=NC(=C1)C1=C(C(=O)O)C=CN=C1